4-(4-(5-(3-Bromophenyl)-4,5-dihydro-1H-pyrazol-3-yl)phenoxy)-N-methylpicolinamide BrC=1C=C(C=CC1)C1CC(=NN1)C1=CC=C(OC2=CC(=NC=C2)C(=O)NC)C=C1